(3-(3-chlorophenylethyl)pyridine-2-yl)(1-methylpiperidin-4-yl)methane hydrochloride Cl.ClC=1C=C(C=CC1)CCC=1C(=NC=CC1)CC1CCN(CC1)C